ClC=1C=C(C=CC1C)C=1NC(C=2N(C1)N=C(C2C(F)(F)F)C(=O)O)=O 6-(3-Chloro-4-methylphenyl)-4-oxo-3-(trifluoromethyl)-4,5-dihydropyrazolo[1,5-a]pyrazine-2-carboxylic acid